C1(=CC=C(C=C1)CCO)CCO (1,4-phenylene)bis(ethane-1-ol)